C(C1=CC=CC=C1)N(C(O)=O)[C@H](C(=O)NCCN)CCC(=O)NCCN.FC(C(=O)O)(F)F Trifluoroacetic acid benzyl-{(2S)-1,5-bis[(2-aminoethyl)amino]-1,5-dioxopentan-2-yl}carbamate